5-(4-chlorophenyl)-6,7-dimethyl-3-(trifluoromethyl)-1,3-dihydro-2H-thieno[2,3-e][1,4]diazepin-2-one ClC1=CC=C(C=C1)C=1C2=C(NC(C(N1)C(F)(F)F)=O)SC(=C2C)C